8-((2S,5R)-4-(3-Bromopyrazolo[1,5-a]pyrimidin-5-yl)-2,5-dimethylpiperazin-1-yl)-5-methyl-6-oxo-5,6-dihydro-1,5-naphthyridin-2-carbonitril BrC=1C=NN2C1N=C(C=C2)N2C[C@@H](N(C[C@H]2C)C2=CC(N(C=1C=CC(=NC21)C#N)C)=O)C